C1(CC1)S(=O)(=O)C1=CC=C(C=C1)C1=CC2=NC=C(C=C2N1C)C1CCNCC1 2-(4-cyclopropylsulfonylphenyl)-1-methyl-6-(4-piperidinyl)pyrrolo[3,2-b]Pyridine